C(#N)C[C@@H](C1=CC=C(C=C1)S(=O)(=O)CC)NC(C1=CC=C(C=C1)N1[C@@H](CN(CC1)CC1=CC=C(C=C1)OC(F)F)COC(F)F)=O N-((S)-2-cyano-1-(4-(ethylsulfonyl)phenyl)ethyl)-4-((S)-4-(4-(difluoromethoxy)benzyl)-2-((difluoromethoxy)methyl)piperazin-1-yl)benzamide